C(C=C)(=O)N1C[C@H](C[C@@H]1COC)N1N=C(C(=C1NC)C(=O)N)C#CC1=C(C=C2C(=C(C=NC2=C1)C)C)F 1-((3s,5r)-1-propenoyl-5-(methoxymethyl)pyrrolidin-3-yl)-3-((6-fluoro-3,4-dimethylquinolin-7-yl)ethynyl)-5-(methylamino)-1H-pyrazole-4-carboxamide